Thionitrit N(=S)[O-]